NC=1N=C(SC1C(=O)C1=CC(=NC=C1)C)N(C1=CC=C(C=C1)F)C(C(=O)N)C (N-[4-Amino-5-(2-methylpyridin-4-carbonyl)thiazol-2-yl]-4-fluoroanilino)propanamid